C(C)OC(C(C1=C2N(C=N1)C[C@@H](C2)F)N2N=C1C(=C(C=C(C1=C2)C)C2=CC=C(C=C2)N2CCOCC2)C)=O.FC(C(C(F)(F)F)(C2=CC=C(N)C=C2)F)(F)F 4-(perfluoropropane-2-yl)aniline ethyl-2-(4,7-dimethyl-6-(4-morpholinophenyl)-2H-indazol-2-yl)-2-((R)-6-fluoro-6,7-dihydro-5H-pyrrolo[1,2-c]imidazol-1-yl)acetate